N-(2-((2-(2,6-dioxopiperidin-3-yl)-1,3-dioxo-2,3-dihydro-1H-benzo[de]isoquinolin-5-yloxy)ethoxy)ethyl)acetamide O=C1NC(CCC1N1C(C2=CC=CC=3C2=C(C1=O)C=C(C3)OCCOCCNC(C)=O)=O)=O